C(C)OC(C)=O.C(C)(=O)O acetic acid ethyl-acetate